imidazo[1,2-a]imidazole-2-carboxamide N=1C=2N(CC1C(=O)N)C=CN2